1-dimethylamino-1,1,3,3,5,5-hexamethyltrisilazane CN([Si](N[Si](N[SiH](C)C)(C)C)(C)C)C